(1H-pyrrol-1-yl)-2-mercaptobenzimidazole N1(C=CC=C1)C1=CC=CC=2N=C(NC21)S